[Na+].P(=O)(OCCCCCCCCCCCCCC)([O-])O mono-tetradecyl phosphate monosodium salt